2-(2,6-dioxopiperidin-3-yl)-5-[[2-(methylamino)ethyl]amino]isoindole-1,3-dione O=C1NC(CCC1N1C(C2=CC=C(C=C2C1=O)NCCNC)=O)=O